C(C1=CC=CC=C1)OC(=O)N1C[C@@H](C[C@@H](C1)C(F)(F)F)NC(=O)OC(C)(C)C (3r,5s)-3-((tert-butoxycarbonyl)amino)-5-(trifluoromethyl)piperidine-1-carboxylic acid benzyl ester